(S)- and (R)-1-(1H-indol-3-yl)-2-((2-methoxyphenethyl)amino)-2-phenylethan-1-one N1C=C(C2=CC=CC=C12)C([C@H](C1=CC=CC=C1)NCCC1=C(C=CC=C1)OC)=O |r|